N-(5-(3-methoxy-5-(1-methyl-1H-1,2,4-triazol-5-yl)phenethyl)-8-(methylamino)-2,7-naphthyridin-3-yl)cyclopropanecarboxamide COC=1C=C(CCC2=C3C=C(N=CC3=C(N=C2)NC)NC(=O)C2CC2)C=C(C1)C1=NC=NN1C